5-((2-cyclobutyl-6-ethyl-3,4-dihydroquinolin-1(2H)-yl)sulfonyl)-2-((tetrahydro-2H-pyran-4-yl)methoxy)benzyl Alcohol C1(CCC1)C1N(C2=CC=C(C=C2CC1)CC)S(=O)(=O)C=1C=CC(=C(CO)C1)OCC1CCOCC1